FC(OC1=CC=C(C=C1)C1=CC=C(C=C1)OC=1N=NNC1C=O)(F)F 4-((4'-(trifluoromethoxy)-[1,1'-biphenyl]-4-yl)oxy)-1H-1,2,3-triazole-5-carbaldehyde